N-(4-(4-amino-7-(1-(difluoromethyl)-1H-pyrazol-4-yl)-3-(3-fluoro-4-((4-methylpyrimidin-2-yl)oxy)phenyl)thieno[3,2-c]pyridin-2-yl)-3-methylphenyl)methacrylamide NC1=NC=C(C2=C1C(=C(S2)C2=C(C=C(C=C2)NC(C(=C)C)=O)C)C2=CC(=C(C=C2)OC2=NC=CC(=N2)C)F)C=2C=NN(C2)C(F)F